OCC1OC(OC1)(C)CC(C)C hydroxymethyl-2-isobutyl-2-methyl-1,3-dioxolan